N(N)C=1SC=C(N1)C1=CC=C(C=C1)Cl hydrazino-4-(4'-chlorophenyl)thiazole